tert-butyl((endo)-8-azabicyclo[3.2.1]octan-3-yl)carbamate C(C)(C)(C)OC(NC1CC2CCC(C1)N2)=O